COC1=NC(=NN2C1=C(C=C2)C=2C=C1C=CC=NC1=CC2)NC2CCC1(COC1)CC2 4-methoxy-5-(quinolin-6-yl)-N-(2-oxaspiro[3.5]nonan-7-yl)pyrrolo[2,1-f][1,2,4]triazin-2-amine